4-(1-(6-((2-(2,6-dioxopiperidin-3-yl)-1,3-dioxoisoindolin-5-yl)amino)hexyl)-1H-1,2,3-triazol-4-yl)-N-(2-(((S)-2-methylpyrrolidin-1-yl)methyl)-1H-benzo[d]imidazol-5-yl)benzamide O=C1NC(CCC1N1C(C2=CC=C(C=C2C1=O)NCCCCCCN1N=NC(=C1)C1=CC=C(C(=O)NC2=CC3=C(NC(=N3)CN3[C@H](CCC3)C)C=C2)C=C1)=O)=O